(2S)-N-{4-[7-(Cyclopropylmethyl)-5-fluoro-3-(pyridin-2-yl)-1H-pyrrolo[3,2-b]pyridin-2-yl]pyridin-2-yl}-4,4-difluoro-2-(4-fluorophenyl)butanamid C1(CC1)CC1=C2C(=NC(=C1)F)C(=C(N2)C2=CC(=NC=C2)NC([C@@H](CC(F)F)C2=CC=C(C=C2)F)=O)C2=NC=CC=C2